ClC=1C=C(C(=O)N2CC=3C(=NN4C3C(N(C[C@H]4C(=O)O)C(C)C=4N=NC(=CC4)C)=O)C[C@H]2C)C=CC1Cl (3R,7S)-2-(3,4-Dichlorobenzoyl)-3-methyl-9-(1-(6-methylpyridazin-3-yl)ethyl)-10-oxo-1,2,3,4,7,8,9,10-octahydropyrido[4',3':3,4]pyrazolo[1,5-a]pyrazine-7-carboxylic acid